FC(OC1=C(C=CC=C1)B(O)O)(F)F (2-(Trifluoromethoxy)phenyl)boronic acid